F[C@H]1CN(CC[C@H]1NC1=C2C=C(N(C2=CC=C1)CC(F)(F)F)C1=NN=C(O1)CNC(C1=CC=CC=C1)=O)C |r| (+/-)-N-((5-(4-(((3S,4R)-3-fluoro-1-methylpiperidin-4-yl)amino)-1-(2,2,2-trifluoroethyl)-1H-indol-2-yl)-1,3,4-oxadiazol-2-yl)methyl)benzamide